C(=O)(O)C=1C(=C(C=C(C1)O)C1=NC2=C(N1)C=CC(=C2)C(=O)O)O 2-(3-carboxy-2,5-dihydroxyphenyl)-1H-benzo[d]imidazole-5-carboxylic acid